1-(4-(2,6-dioxopiperidin-3-yl)-3,5-difluorophenyl)azetidin-3-ylbicyclo[2.1.1]hexan-1-ylcarbamate O=C1NC(CCC1C1=C(C=C(C=C1F)N1CC(C1)N(C([O-])=O)C12CCC(C1)C2)F)=O